C(=O)(N)[2H] formamide-1-d